C[In](N(C(C(C)(C)C)=O)OCC)C dimethyl-(N-ethoxy-2,2-dimethylpropionamido)indium